FC=1[C@]2(C3=CC=CC=C3C1C)CC(CCC2)=O (S)-2'-fluoro-3'-methyl-spiro[cyclohexane-1,1'-indene]-3-one